4-{6-[2-(6-Fluoro-2,4-dimethyl-indol-1-yl)-ethylamino]-pyrimidin-4-yl}-2-methylaminobenzoic acid FC1=CC(=C2C=C(N(C2=C1)CCNC1=CC(=NC=N1)C1=CC(=C(C(=O)O)C=C1)NC)C)C